N=1C=CC2C1N=C1C(N=NC=C21)=O 1,5,6,8-tetraaza-cyclopenta[a]inden-7-one